OC1CC2(C(C=C3[C@@H]4CC[C@H]([C@@H](C=C[C@@H](C(C)C)C)C)[C@]4(CC[C@@]3([C@]2(CC1)C)O)C)=O)O 3,5,9-Trihydroxyergosta-7,22-dien-6-one